C(C1=CC=CC=C1)N1CCN(CCN(CC1)CC=1C(=C(C(=O)NC(CO)CO)C=C(C1)C)O)CC=1C(=C(C(=O)NC(CO)CO)C=C(C1)C)O 3,3'-[(7-benzyl-1,4,7-triazonane-1,4-diyl)bis(methylene)]bis[N-(1,3-dihydroxypropan-2-yl)-2-hydroxy-5-methylbenzamide]